C1N(CCC2=CC=CC=C12)C[C@H](CN1C(C2=CC=C(C=C2CC1)N1C(CCC1)=O)=O)O 2-[(2R)-3-(3,4-dihydro-1H-isoquinolin-2-yl)-2-hydroxy-propyl]-6-(2-oxopyrrolidin-1-yl)-3,4-dihydroisoquinolin-1-one